1-cyclopropyl-N-(5-morpholinoquinolin-8-yl)-1H-imidazole-2-sulfonamide C1(CC1)N1C(=NC=C1)S(=O)(=O)NC=1C=CC(=C2C=CC=NC12)N1CCOCC1